acetyl-L-carnitine L-asparaginate hydrochloride Cl.N[C@@H](CC(N)=O)C(=O)O[C@@](C[N+](C)(C)C)(CC([O-])=O)C(C)=O